(2-(6-((5-cyano-6-isopropylpyrazin-2-yl)amino)-1-(methylamino)-2,7-naphthyridin-4-yl)propan-2-yl)carbamic acid tert-butyl ester C(C)(C)(C)OC(NC(C)(C)C1=CN=C(C2=CN=C(C=C12)NC1=NC(=C(N=C1)C#N)C(C)C)NC)=O